butyl-behenic acid C(CCC)C(C(=O)O)CCCCCCCCCCCCCCCCCCCC